ClC1=C(C=CC=C1)[C@@H](C)NC1=CC(=C(C(=O)N[C@H](C)\C=C\S(=O)(=O)C)C=C1F)F 4-(((R)-1-(2-Chlorophenyl)ethyl)amino)-2,5-difluoro-N-((R,E)-4-(methylsulfonyl)but-3-en-2-yl)benzamide